1-sec-butyloxybutane C(C)(CC)OCCCC